methyl 4-((2-(4-(tert-butoxycarbonyl)phenyl)-3-oxo-2,8-diazaspiro[4.5]decan-8-yl)methyl)-2-cyclopropyl-5-ethoxybenzoate C(C)(C)(C)OC(=O)C1=CC=C(C=C1)N1CC2(CC1=O)CCN(CC2)CC2=CC(=C(C(=O)OC)C=C2OCC)C2CC2